6-{4-[2-(trifluoromethoxy)pyridin-3-yl]piperazin-1-yl}-2-azaspiro[3.4]octane-2-carboxylic acid ethyl ester C(C)OC(=O)N1CC2(C1)CC(CC2)N2CCN(CC2)C=2C(=NC=CC2)OC(F)(F)F